2-((1H-pyrazol-3-yl)oxy)-2-methylpropan-1-ol N1N=C(C=C1)OC(CO)(C)C